ClC=1C=C(CN2N=C3N(CCCC3)C2=O)C=C(C1)Cl (5RS)-2-(3,5-Dichlorobenzyl)-3-oxo-2,3,5,6,7,8-hexahydro[1,2,4]triazolo[4,3-a]pyridin